ClC=1C=C2C(=NN(C2=C(C1)C)C=1C=CC(=NC1)N1C[C@H]2C([C@H]2C1)C(=O)O)C=1C2=CN(N=C2C=CC1)C (1R,5S,6r)-3-(5-(5-chloro-2',7-dimethyl-1H,2'H-[3,4'-biindazol]-1-yl)pyridin-2-yl)-3-azabicyclo[3.1.0]hexane-6-carboxylic acid